5-(4-Methyl-1H-imidazol-1-yl)-2-{5-[methyl(piperidin-4-yl)amino][1,3]thiazolo[5,4-d][1,3]thiazol-2-yl}pyridin-3-ol Hydrochlorid Cl.CC=1N=CN(C1)C=1C=C(C(=NC1)C=1SC=2N=C(SC2N1)N(C1CCNCC1)C)O